bis(2,4,6-trimethylbenzoyl)-(2,4-dipentyloxyphenyl)-phosphine oxide CC1=C(C(=O)P(C2=C(C=C(C=C2)OCCCCC)OCCCCC)(C(C2=C(C=C(C=C2C)C)C)=O)=O)C(=CC(=C1)C)C